ClC(C(=O)NCCC1=C(C(=O)N[C@H](C)C2=CC=CC3=CC=CC=C23)C=CC=C1)F 2-[2-[(2-Chloro-2-fluoro-acetyl)amino]ethyl]-N-[(1R)-1-(1-naphthyl)ethyl]benzamide